Benzo[g]-1,3-benzodioxolo[5,6-a]quinolizinium O1COC=2C1=CC=1C(=CC=[N+]3C=C4C(=CC13)C=CC=C4)C2